N-(TRIMETHOXYSILYLPROPYL)isothiouronium CHLORIDE [Cl-].CO[Si](OC)(OC)CCCNC(S)=[NH2+]